C(#N)C1=C(C(=NC(=C1)CC1=C(C=CC=C1F)F)C(CCC(=O)O)=O)O 4-[4-Cyano-6-(2,6-difluoro-benzyl)-3-hydroxy-pyridin-2-yl]-4-oxo-butyric acid